1-(2-ethoxy-5-fluoropyridin-4-yl)-3,3-dimethyl-N-(3-methyl-1,1-dioxathiolan-3-yl)-2-oxoindoline-5-carboxamide C(C)OC1=NC=C(C(=C1)N1C(C(C2=CC(=CC=C12)C(=O)NC1(SOCC1)C)(C)C)=O)F